BrCC(C([N+](=O)[O-])O)O 3-bromonitropropylene glycol